(2S,4r)-1-[(2S)-2-(4-cyclopropyl-triazol-1-yl)-3,3-dimethyl-butyryl]-N-[2-(3-cyclopropyl-1,2,4-triazol-4-yl)ethyl]-4-hydroxy-pyrrolidine-2-carboxamide C1(CC1)C=1N=NN(C1)[C@H](C(=O)N1[C@@H](C[C@H](C1)O)C(=O)NCCN1C(=NN=C1)C1CC1)C(C)(C)C